FC=1C=C(C=CC1C(F)(F)F)C1=NN=C(S1)CSC1=CC(=C(OCC(=O)O)C=C1)C 2-(4-(((5-(3-fluoro-4-(trifluoromethyl)phenyl)-1,3,4-thiadiazol-2-yl)methyl)thio)-2-methylphenoxy)acetic acid